6-fluoro-3-[[(1R)-1-[(7S)-14-fluoro-5,9-dioxa-2,11,18-triazatetracyclo[8.8.0.02,7.012,17]octadeca-1(18),10,12(17),13,15-pentaen-16-yl]ethyl]amino]pyridine-2-carboxylic acid FC1=CC=C(C(=N1)C(=O)O)N[C@H](C)C1=CC(=CC=2N=C3OC[C@@H]4COCCN4C3=NC12)F